C(C)(C)(C)OC(N(C)CC1=C(N=NN1C)Br)=O.N1C=CC=2C1=NC=C(C2)NCC=2C=C(C(=O)NC1=CC(=CC=C1)C(F)(F)F)C=CC2F 3-(((1H-pyrrolo[2,3-b]pyridin-5-yl)amino)methyl)-4-fluoro-N-(3-(trifluoromethyl)phenyl)benzamide tert-butyl-((4-bromo-1-methyl-1H-1,2,3-triazol-5-yl)methyl)(methyl)carbamate